C(C)(C)(C)OC(=O)NC1=CC=CC(=N1)CNNC(=O)OC(C)(C)C tert-butyl 2-((6-((tert-butoxycarbonyl)amino)pyridin-2-yl)methyl)hydrazine-1-carboxylate